C1(CCCC1)CN1CCN(CC1)CC1=CC=2N(C=C1)N=CC2N2C(NC(CC2)=O)=O 1-(5-((4-(cyclopentylmethyl)piperazin-1-yl)methyl)pyrazolo[1,5-a]pyridin-3-yl)dihydropyrimidine-2,4(1H,3H)-dione